bis(1,2,4-triazole-1-yl)methylthioketone N1(N=CN=C1)C(N1N=CN=C1)C(=S)C(N1N=CN=C1)N1N=CN=C1